C(CC)C1OC(OC2C1OC(OC2C(CO)O)C2=CC=C(C=C2)CCC)C2=CC=C(C=C2)CCC 1-[8-propyl-2,6-bis(4-propylphenyl)-4,4a,8,8a-tetrahydro-[1,3]dioxino[5,4-d][1,3]dioxin-4-yl]ethane-1,2-diol